O1C=CNCCC1 4,5,6,7-tetrahydro-1,4-oxazepine